C(C)(C)OCC1=C(N=NN1C)C1=CC=C(O[C@@H]2C[C@H](CCC2)C(=O)O)C=C1 |r| (+/-)-(1S,3S)-3-(4-(5-(isopropoxymethyl)-1-methyl-1H-1,2,3-triazol-4-yl)phenoxy)cyclohexane-1-carboxylic acid